N,N,N',N'-Tetrapropylhexylendiamin C(CC)N(CCCCCCN(CCC)CCC)CCC